BrC1=CC(=C2C(=NC=NN21)N)CN2CCC(CC2)(F)F 7-bromo-5-((4,4-difluoropiperidin-1-yl)methyl)pyrrolo[2,1-f][1,2,4]triazin-4-amine